ClC=1C=C2C3=C(N(C2=C(C1)C1=CC(=CC=C1)OC)CC)C=NC=C3 6-Chloro-9-ethyl-8-(3-methoxy-phenyl)-9H-pyrido[3,4-b]indole